CC1=NC(=CC(=C1)C=1NC2=CC=C(C=C2C1C(C)C)C=1SC2=C(CN(CC2)CC(=O)N(C)C)N1)C 2-(2-(2-(2,6-dimethylpyridin-4-yl)-3-isopropyl-1H-indol-5-yl)-6,7-dihydrothiazolo[4,5-c]pyridin-5(4H)-yl)-N,N-dimethylacetamide